4-((tert-butoxycarbonyl)(methyl-d3)amino)-5-chloro-2-(methoxy-d3)benzoic acid C(C)(C)(C)OC(=O)N(C1=CC(=C(C(=O)O)C=C1Cl)OC([2H])([2H])[2H])C([2H])([2H])[2H]